COC(=O)C1(CCC2(C(CC3=CC=CC=C23)C[C@H](CO)C)CC1)OC1=CC(=CC=C1)Cl 4-(3-chlorophenoxy)-2'-[(2R)-3-hydroxy-2-methylpropyl]-2',3'-dihydrospiro[cyclohexane-1,1'-indene]-4-carboxylic acid methyl ester